4-bromo-5-(((2S)-1-(2-hydroxy-3-oxo-3-(4-(5-(trifluoromethyl)pyrimidin-2-yl)piperazin-1-yl)propoxy)propan-2-yl)oxy)-2-(4-methoxybenzyl)pyridazin-3(2H)-one BrC=1C(N(N=CC1O[C@H](COCC(C(N1CCN(CC1)C1=NC=C(C=N1)C(F)(F)F)=O)O)C)CC1=CC=C(C=C1)OC)=O